N[C@@H](C(=O)O)C1=CC=C(C=C1)S(=O)(=O)CC (2R)-2-amino-2-(4-(ethylsulfonyl)phenyl)ethanoic acid